2-bromo-4-methylphenol BrC1=C(C=CC(=C1)C)O